5-[(2-amino-3-fluoropyridin-4-yl)methyl]-3,4-difluoro-2-(2-fluoro-4-iodoanilino)benzoic acid hydrochloride Cl.NC1=NC=CC(=C1F)CC=1C(=C(C(=C(C(=O)O)C1)NC1=C(C=C(C=C1)I)F)F)F